ClC1=CC(=C(C(=C1)C)CC(=O)NC1(CCC2(OCCO2)CC1)C(=O)OC)C methyl 8-[2-(4-chloro-2,6-dimethylphenyl) acetamido]-1,4-dioxaspiro[4.5]decane-8-carboxylate